(±)-N-(2-hydroxyethyl)-N,N-dimethyl-2,3-bis(tetradecyloxy)-1-propanaminium bromide [Br-].OCC[N+](C[C@H](COCCCCCCCCCCCCCC)OCCCCCCCCCCCCCC)(C)C |r|